NC1=NC=2C=CC(=CC2C2=C1C=NN2C)C(=O)N(CC=2C=NC(=CC2)C(F)(F)F)OCC=CCl 4-amino-N-((3-chloroallyl)oxy)-1-methyl-N-((6-(trifluoromethyl)pyridin-3-yl)methyl)-1H-pyrazolo[4,3-c]quinoline-8-carboxamide